F[C@@H]1C[C@H](N(C1)C([C@H](C1=CN=NN1)O)=O)C(=O)N[C@@H](C1=CC=CC=C1)C1=CC(=C(C=C1)C(C)C)F |o1:7| (2S,4R)-4-fluoro-N-[(S)-[3-fluoro-4-(propan-2-yl)phenyl](phenyl)methyl]-1-[(2S) or (2R)-2-hydroxy-2-(1H-1,2,3-triazol-5-yl)acetyl]pyrrolidine-2-carboxamide